Cl.FC=1C=C2C(C(NC2=CC1)=O)=CC1=C(C(=CN1)NC(=O)C1CNCC1)C N-(5-((5-fluoro-2-oxoindol-3-ylidene)methyl)-4-methyl-1H-pyrrol-3-yl)pyrrolidine-3-carboxamide hydrochloride